acryloyloxydecyloxycarbonyloxycarbonylphthalic acid C(C=C)(=O)OCCCCCCCCCCOC(=O)OC(=O)C1=C(C(C(=O)O)=CC=C1)C(=O)O